7-Fluoro-6-[6-(2-hydroxyethylamino)-pyrazin-2-yl]-1-methyl-3,4-dihydro-1H-chinolin-2-on FC1=C(C=C2CCC(N(C2=C1)C)=O)C1=NC(=CN=C1)NCCO